C(CCCCCCC\C=C/C\C=C/CCCCC)OC(C(C)N)OCCCC\C=C/CC (9Z,12Z)-octadeca-9,12-dien-1-yloxy-[(5Z)-oct-5-en-1-yloxy]propan-2-amine